7-bromo-6-fluoro-N5-(4-methoxybenzyl)-2-methyl-quinazoline-4,5-diamine BrC=1C(=C(C=2C(=NC(=NC2C1)C)N)NCC1=CC=C(C=C1)OC)F